C1(CCC1)OC1=CC(=NC(=C1)S(=O)(=O)C)C1=CN(C2=CN=C(C=C21)NC(C)=O)C N-(3-(4-cyclobutoxy-6-(methylsulfonyl)pyridin-2-yl)-1-methyl-1H-pyrrolo[2,3-c]pyridin-5-yl)acetamide